(S)-2-((5-cyanopyrimidin-2-yl)amino)-4-((2-methoxyethyl)(4-(5,6,7,8-tetrahydro-1,8-naphthyridin-2-yl)butyl)amino)butanoic acid C(#N)C=1C=NC(=NC1)N[C@H](C(=O)O)CCN(CCCCC1=NC=2NCCCC2C=C1)CCOC